C(C)(=O)SCC(C(=O)Cl)C d-3-acetylmercapto-2-methylpropionyl chloride